tertbutyl 4-[2-[7-[2-cyano-3-[[ethyl(methyl)sulfamoyl]amino]-6-fluoro-phenoxy]quinoxalin-2-yl]ethyl]piperidine-1-carboxylate C(#N)C1=C(OC2=CC=C3N=CC(=NC3=C2)CCC2CCN(CC2)C(=O)OC(C)(C)C)C(=CC=C1NS(N(C)CC)(=O)=O)F